(2-dimethylcarbamoylpyridin-4-yl)oxyaniline CN(C(=O)C1=NC=CC(=C1)ONC1=CC=CC=C1)C